C1(=CC=CC=C1)N1C2=CC=CC=C2C=2C(=CC=CC12)C1=CC=C2C(=CC3=CC=C(C4=CC=C1C2=C34)C3=CC=CC=C3)C3=NC4=CC=CC=C4N=C3C3=CC=CC=C3 9-phenyl-4-(8-phenyl-4-(3-phenylquinoxalin-2-yl)pyren-1-yl)-9H-carbazole